CN1C(N(C=C1)CCC[Si](OC)(OC)OC)=C[Si](O[Si](C)(C=C)C=C)(C)C [N-methyl-N'-(trimethoxysilylpropyl)imidazole-2-ylidene][divinyltetramethyldisiloxane]